(E)-3-(pyrrolidin-3-yl)-1-(4-(trifluoromethyl)phenyl)prop-2-en-1-ol 2,2,2-trifluoroacetate FC(C(=O)O)(F)F.N1CC(CC1)/C=C/C(O)C1=CC=C(C=C1)C(F)(F)F